5'-methyl-3-(methylsulfonyl)-4-pentyl-2'-(prop-1-en-2-yl)-1',2',3',4'-tetrahydro-[1,1-biphenyl]-2,6-diol CC=1CCC(C(C1)C=1C(=C(C(=CC1O)CCCCC)S(=O)(=O)C)O)C(=C)C